[Si](C)(C)(C(C)(C)C)O[C@H]1[C@@H](CCC1)N (1R,2R)-2-((tert-butyldimethylsilyl)oxy)cyclopentan-1-amine